((2S,3S,4S,5R)-5-(4-amino-7H-pyrrolo[2,3-d]pyrimidin-7-yl)-2-fluoro-3,4-dihydroxy-4-methyltetrahydrofuran-2-yl)methyl tetrahydrogen triphosphate O(P(O)(=O)OP(=O)(O)OP(=O)(O)O)C[C@]1(O[C@H]([C@@]([C@@H]1O)(C)O)N1C=CC2=C1N=CN=C2N)F